CC1=C(C=C(C=C1)NC(C1=NC=CC(=C1)C(F)(F)F)=O)[N+](=O)[O-] N-(4-methyl-3-nitrophenyl)-4-(trifluoromethyl)picolinamide